3,5-Diamino-2-[1-[4-[(E)-3-oxo-3-[4-(4-pentylphenyl)phenyl]prop-1-enyl]phenoxy]ethyl]benzoic acid NC=1C(=C(C(=O)O)C=C(C1)N)C(C)OC1=CC=C(C=C1)\C=C\C(C1=CC=C(C=C1)C1=CC=C(C=C1)CCCCC)=O